BrC1=CC=C(C=C1)C=C(C)C 1-bromo-4-(2-methylpropan-1-enyl)benzene